S(=O)(Cl)Cl sulfurous acid, chloride